(3-amino-4,5-dihydropyrano[3,4-c]pyrazol-1(7H)-yl)(6-fluoro-1,2,3,4-tetrahydro-quinolin-4-yl)methanone NC=1C2=C(N(N1)C(=O)C1CCNC3=CC=C(C=C13)F)COCC2